C(C)(C)NC(=O)O[C@H]1C[C@H](CC1)C1=CC(=NN1)NC(=O)C1=CC(=NN1C)C(=O)OC methyl 5-({5-[(1S,3R)-3-[(isopropylcarbamoyl)oxy]cyclopentyl]-1H-pyrazol-3-yl}carbamoyl)-1-methylpyrazole-3-carboxylate